ClC1=CC2=C(O[C@@H](CN(S2(=O)=O)CC2=CC(=CC=3CCOC32)C(CC(=O)O)C3=C(C2=C(N(N=N2)C)C=C3)C)CC)N=C1 3-(7-{[(4R)-8-Chloro-4-ethyl-1,1-dioxido-3,4-dihydro-2H-pyrido[2,3-b][1,4,5]oxathiazepin-2-yl]methyl}-2,3-dihydro-1-benzofuran-5-yl)-3-(1,4-dimethyl-1H-benzotriazol-5-yl)propanoic acid